NC=1N=CC(=NC1)C(C)=O 1-(5-Aminopyrazin-2-yl)ethanone